C(CCC)OC(NC(C)C)=NC(C)C O-butyl-N,N'-diisopropyl-isourea